FC1=CC=C(C=C1)N1N=CC2=C1C=C1CCN(C[C@]1(C2)C(=O)C=2SC=CN2)S(=O)(=O)CC2=CC=C(C#N)C=C2 (R)-4-(((1-(4-fluorophenyl)-4a-(thiazole-2-carbonyl)-4a,5,7,8-tetrahydro-1H-pyrazolo[3,4-g]isoquinolin-6(4H)-yl)sulfonyl)methyl)benzonitrile